ClC1=CC=CC=2C=3N(C(=NC12)N[C@H]1C(NCCN(C1)C(=O)OCC1=CC=CC=C1)=O)N=C(N3)C=3C=NN(C3)C Benzyl (6R)-6-{[7-chloro-2-(1-methyl-1H-pyrazol-4-yl)[1,2,4]triazolo[1,5-c]quinazolin-5-yl]amino}-5-oxo-1,4-diazepane-1-carboxylate